N-(5-chloro-6-(dimethylcarbamoyl)pyridin-3-yl)-2,9,9-trimethyl-8,9-dihydro-7H-imidazo[1,2-b]pyrrolo[3,2-d]pyridazine-7-carboxamide ClC=1C=C(C=NC1C(N(C)C)=O)NC(=O)N1CC(C=2C=3N(N=CC21)C=C(N3)C)(C)C